3-bromo-2-(5-fluoropyridin-2-yl)-7-methyl-6,7-dihydro-5H-pyrazolo[5,1-b][1,3]oxazine BrC=1C(=NN2C1OCCC2C)C2=NC=C(C=C2)F